ClC1=C(C=NC=C1)C1CCC1 4-chloro-3-cyclobutylpyridine